(4-chloro-3-oxo-1-((1,1,1-trifluoro-2-methylpropan-2-yl)oxy)butan-2-yl)carbamate ClCC(C(COC(C(F)(F)F)(C)C)NC([O-])=O)=O